C(C)(C)(C)[Si](C1=CC=CC=C1)(C1=CC=CC=C1)OCCCCCCC(=C)C tert-butyl((7-methyloct-7-en-1-yl)oxy)diphenylsilane